FC1=CC2=C(C=NC=3C(O2)C(C=C(C3)OC3=CC(=NC=C3)C=3C=NN(C3)C)=O)C=C1 3-fluoro-8-{[2-(1-methylpyrazol-4-yl)-4-pyridyl]oxy}-5H-benzo[b][1,4]benzoxazepin-6-one